CC[C@]12CC(=C)[C@H]3[C@H]([C@@H]1CC[C@]2(C#C)O)CCC4=CC(=O)CC[C@H]34 The molecule is a 17beta-hydroxy steroid, a 3-oxo-Delta(4) steroid and a terminal acetylenic compound. It has a role as a contraceptive drug, a progestin and a female contraceptive drug.